N-[3-({2-[(3-aminopropyl){(1R)-1-[1-benzyl-4-(2,5-difluorophenyl)-1H-pyrrol-2-yl]-2,2-dimethylpropyl}amino]-2-oxoethyl}sulfanyl)propanoyl]-3-[(bromoacetyl)amino]-D-alanine NCCCN(C(CSCCC(=O)N[C@H](CNC(CBr)=O)C(=O)O)=O)[C@H](C(C)(C)C)C=1N(C=C(C1)C1=C(C=CC(=C1)F)F)CC1=CC=CC=C1